C(C)OC(=O)C1=CN(C2=CC(=C(C=C2C1=O)F)F)C1CC1 1-cyclopropyl-6,7-difluoro-1,4-dihydro-4-oxo-3-quinolinecarboxylic acid ethyl ester